FC12CC(C1)(C2)CN[C@@H]2[C@H](CCCCC2)OC=2C=C1CN(C(C1=CC2)=O)C2C(NC(CC2)=O)=O 3-(5-(((1S,2S)-2-(((3-fluorobicyclo[1.1.1]pentan-1-yl)methyl)amino)cycloheptyl)oxy)-1-oxoisoindolin-2-yl)piperidine-2,6-dione